BrC1=CC=C(C=C1)C=1N(C=C(N1)C(F)(F)F)C1CN(C1)C(=O)OC(C)(C)C tert-butyl 3-(2-(4-bromophenyl)-4-(trifluoromethyl)-1H-imidazol-1-yl)azetidine-1-carboxylate